FC=1C(C(C(=C(C1C(F)(F)F)C)C1=CC=CC=C1)O)(C)CCC(=O)O.FC1(C(C(C(C(C1(F)F)(F)F)(F)F)(C(F)(F)F)F)(F)F)C(F)(F)F perfluoro-1,3-dimethyl-cyclohexane 3-[4-fluoro-2-hydroxy-3,6-dimethyl-5-(trifluoromethyl)-[1,1'-biphenyl]-3-yl]propanoate